4-[4-cyano-6-[1-(cyclopropylmethyl)pyrazol-4-yl]-2-methylindazol-3-yl]-2-(difluoromethoxy)-N-[(1R,2S)-2-fluorocyclopropyl]-6-methoxybenzamide C(#N)C=1C2=C(N(N=C2C=C(C1)C=1C=NN(C1)CC1CC1)C)C1=CC(=C(C(=O)N[C@H]2[C@H](C2)F)C(=C1)OC)OC(F)F